5-Cyclopropyl-6-methylpyridin-2-amine C1(CC1)C=1C=CC(=NC1C)N